2-vinyl-4,5-dicyanoimidazole C(=C)C=1NC(=C(N1)C#N)C#N